CC1(C(C1)C(F)(F)F)C(=O)N1CCC2(CO2)CC1 (1-methyl-2-(trifluoromethyl)cyclopropyl)(1-oxa-6-azaspiro[2.5]oct-6-yl)methanone